ClC1=C(C=2C(=NC=C(C2)C2=CC=C(CN3CC(CCC3)O)C=C2)N1)C=1C=NC(=CC1)OC 1-(4-(2-chloro-3-(6-methoxypyridin-3-yl)-1H-pyrrolo[2,3-b]pyridin-5-yl)benzyl)piperidin-3-ol